ClCC(=O)\N=C(/N=O)\C1C2CN(CC12)C(=O)OC(C)(C)C tert-butyl 6-[(Z)-N'-(2-chloroacetyl) oxocarbamimidoyl]-3-azabicyclo[3.1.0]hexane-3-carboxylate